tert-butyl (S)-(1-(5-(2,6-difluorophenyl)pyridin-2-yl)ethyl)carbamate FC1=C(C(=CC=C1)F)C=1C=CC(=NC1)[C@H](C)NC(OC(C)(C)C)=O